CN1C(N(C(C1O)O)C)=O 1,3-dimethyl-4,5-dihydroxy-2-imidazolidinone